C1(CCC1)C(=O)N1CC2(CCC1)C=C(C(C(C2)(C)C)=O)C#N 2-(cyclobutanecarbonyl)-10,10-dimethyl-9-oxo-2-azaspiro[5.5]undec-7-ene-8-carbonitrile